2-(4,5-dichloro-6-oxo-pyridazin-1-yl)-N-[4-methyl-3-[[rac-(1R)-1-benzyl-2-hydroxy-ethyl]sulfamoyl]phenyl]propanamide ClC=1C=NN(C(C1Cl)=O)C(C(=O)NC1=CC(=C(C=C1)C)S(N[C@@H](CO)CC1=CC=CC=C1)(=O)=O)C |r|